FC(C1=NN=C(O1)C1=CC(=C(CN2C(N(C3=C2C=C(C=C3)F)C3CCN(CC3)C3COC3)=O)C=C1)F)F 3-(4-(5-(difluoromethyl)-1,3,4-oxadiazol-2-yl)-2-fluorobenzyl)-5-fluoro-1-(1-(oxetan-3-yl)piperidin-4-yl)-1,3-dihydro-2H-benzo[d]imidazol-2-one